(4,6-dichloro-5-(2-fluorophenyl)-1H-benzo[d]imidazol-2-yl)(4-(ethylsulfonyl)phenyl)methanol ClC1=C(C(=CC=2NC(=NC21)C(O)C2=CC=C(C=C2)S(=O)(=O)CC)Cl)C2=C(C=CC=C2)F